1-(4-amino-3-hydroxyphenyl)-1H-imidazole-4-carbonitrile NC1=C(C=C(C=C1)N1C=NC(=C1)C#N)O